(S)-6-(1-(4-fluorophenyl)-3,4-dihydroisoquinolin-2(1H)-yl)-5-oxa-7-azaspiro[3.4]oct-6-en-2-amine FC1=CC=C(C=C1)[C@@H]1N(CCC2=CC=CC=C12)C=1OC2(CC(C2)N)CN1